3-(1,2,3,6-tetrahydropyridin-4-yl)thieno[3,2-d]pyrimidin-4-one N1CCC(=CC1)N1C=NC2=C(C1=O)SC=C2